N2-(4-(1,3-dimethyl-1H-pyrazol-4-yl)-2-methoxyphenyl)-N8-neopentylpyrido[3,4-d]pyrimidine-2,8-diamine CN1N=C(C(=C1)C1=CC(=C(C=C1)NC=1N=CC2=C(N1)C(=NC=C2)NCC(C)(C)C)OC)C